CC=1SC(=C(N1)C)C1=C2C(=NN1)C1=CC=CC(=C1C2=O)NC(=O)NN2CCN(CC2)C 1-(3-(2,4-dimethylthiazol-5-yl)-4-oxo-2,4-dihydroindeno[1,2-c]pyrazol-5-yl)-3-(4-methylpiperazin-1-yl)urea